thymindiol N1C(=O)NC(=O)C(C(O)O)=C1